N-methoxy-N,3-dimethyl-4-oxo-phthalazine-1-carboxamide CON(C(=O)C1=NN(C(C2=CC=CC=C12)=O)C)C